(1R,4S,5S,6S,8S,9S)-5,8-dihydroxy-6-methyl-13-azatetracyclo[7.7.0.01,13.04,9]hexadecan-2-one O[C@@H]1[C@H]2CC([C@@]34N(CCC[C@]24[C@H](C[C@@H]1C)O)CCC3)=O